pentanoic acid, 1-cyclopentylethyl ester C(CCCC)(=O)OC(C)C1CCCC1